ClC1=C(C(=CC=C1)[N+](=O)[O-])NC[C@@H]1[C@H](N(C(C1)=O)C1=NC(=CC(=C1)C(F)(F)F)C)C(=O)OC(C)(C)C tert-butyl (2S,3R)-3-(((2-chloro-6-nitrophenyl)amino)methyl)-1-(6-methyl-4-(trifluoromethyl)pyridin-2-yl)-5-oxopyrrolidine-2-carboxylate